FC(C1=CC2=C(N=C(N=C2)NC=2C=NN(C2)C2CCN(CC2)C)C(=N1)N1CC2(C1)CN(C2)C)F 6-(difluoromethyl)-8-(6-methyl-2,6-diazaspiro[3.3]heptan-2-yl)-N-(1-(1-methylpiperidin-4-yl)-1H-pyrazol-4-yl)pyrido[3,4-d]pyrimidin-2-amine